8-((3R,4R)-4-(3-Cyclopropylphenoxy)-3-ethylpiperidin-1-yl)-5-methyl-6-oxo-5,6-dihydro-1,5-naphthyridin-2-carbonitril C1(CC1)C=1C=C(O[C@H]2[C@@H](CN(CC2)C2=CC(N(C=3C=CC(=NC23)C#N)C)=O)CC)C=CC1